CN(C=1C(C2=CC=CC=C2C(C1N(C)C)=O)=O)C 2,3-bis(dimethylamino)naphthalene-1,4-dione